FC1=CC(=CC(=C1N)[N+](=O)[O-])N1CCN(CC1)C=O 6-fluoro-4-(4-formylpiperazin-1-yl)-2-nitroaniline